(R)-3-ethyl-2-(pyrrolidin-2-ylmethoxy)pyridine C(C)C=1C(=NC=CC1)OC[C@@H]1NCCC1